methacryloxy(2-hydroxy)propyltrimethyl-ammonium C(C(=C)C)(=O)OC[N+](C)(C)CC(C)O